[GeH]([O-])=S germanothioate